C(C)N(CCCNCCCN(CC)CC)CC di[3-(diethylamino)-n-propyl]amine